1-(6-(4-chloro-2-(4-(4-methylpiperazin-1-yl)phenyl)-1H-pyrrolo[2,3-b]pyridin-3-yl)indolin-1-yl)prop-2-en-1-one ClC1=C2C(=NC=C1)NC(=C2C2=CC=C1CCN(C1=C2)C(C=C)=O)C2=CC=C(C=C2)N2CCN(CC2)C